6-(4-chlorophenyl)-3-oxo-2-(pyridin-3-yl)-N-[(2RS)-1,1,1-trifluoro-3-hydroxypropan-2-yl]-2,3-dihydropyridazine-4-carboxamide ClC1=CC=C(C=C1)C=1C=C(C(N(N1)C=1C=NC=CC1)=O)C(=O)N[C@@H](C(F)(F)F)CO |r|